N-[4-(3-Cyanophenyl)-5-(2,6-dimethyl-4-pyridyl)thiazol-2-yl]-4-(2-hydroxyethyl)-3-oxo-piperazin-1-carboxamid C(#N)C=1C=C(C=CC1)C=1N=C(SC1C1=CC(=NC(=C1)C)C)NC(=O)N1CC(N(CC1)CCO)=O